ClC=1C=C(C=C(C1OC1=CNC(C(=C1)C1CCC1)=O)Cl)N1N=C(C(NC1=O)=O)C(=O)O 2-(3,5-dichloro-4-((5-cyclobutyl-6-oxo-1,6-dihydropyridin-3-yl)oxy)phenyl)-3,5-dioxo-2,3,4,5-tetrahydro-1,2,4-triazine-6-carboxylic acid